n-pentyl docosanoate C(CCCCCCCCCCCCCCCCCCCCC)(=O)OCCCCC